(R)-1-(4-((diphenylmethylene)amino)-3-methyl-1H-pyrazol-1-yl)-3-methoxypropan-2-ol C1(=CC=CC=C1)C(C1=CC=CC=C1)=NC=1C(=NN(C1)C[C@H](COC)O)C